5-(((S)-1-(3-oxo-3-((S)-3-(trifluoromethyl)-5,6,6a,7,9,10-hexahydro-8H-pyrazino[1,2-a]pyrido[3,2-e]pyrazin-8-yl)propoxy)prop-2-yl)amino)-4-(trifluoromethyl)pyridazin-3(2H)-one O=C(CCOC[C@H](C)NC1=C(C(NN=C1)=O)C(F)(F)F)N1C[C@H]2N(C3=C(NC2)C=C(C=N3)C(F)(F)F)CC1